2-(1-benzyl-1H-pyrazol-4-yl)propan-2-amine C(C1=CC=CC=C1)N1N=CC(=C1)C(C)(C)N